C[C@@H]1C[C@H](CC(C1=O)(C)C)O The molecule is a member of the class of hydroxycyclohexanones that is 4-hydroxycyclohexanone carrying a gem-dimethyl group at position 2 and an additional methyl substituent at position 6 (the 4R,6R-diastereomer). It has a role as a bacterial metabolite.